C(C)(C)(C)OC(=O)N1C[C@@H]([C@H](CC1)CNC1=NC=2N(C(=C1)N(CC1=CC=NN1C)C(=O)OC(C)(C)C)N=CC2C(C)C)O (3R,4R)-tert-butyl-4-(((7-((tert-butoxycarbonyl) ((1-methyl-1H-pyrazol-5-yl) methyl) amino)-3-isopropylpyrazolo[1,5-a]pyrimidin-5-yl) amino) methyl)-3-hydroxypiperidine-1-carboxylate